cinnamyl α-methallyloxymethylacrylate C(C(C)=C)OCC(C(=O)OCC=CC1=CC=CC=C1)=C